ClC=1C=C2C(=CC(=NC2=CC1)C(F)(F)F)NCC1(CCC(CC1)C(=O)O)C1=CC=CC=C1 4-(((6-chloro-2-(trifluoromethyl)quinolin-4-yl)amino)methyl)-4-phenylcyclohexane-1-carboxylic acid